N1(C(C=CC1)C(=O)[O-])C(=O)[O-] 2,5-dihydro-1H-pyrrole-1,2-dicarboxylate